C(C)C=1C=C2C(=C(C(=NC2=C(C1)F)N1[C@@H](CN(CC1)CC1CCOCC1)C)C1=NC(=NO1)C)C (R)-5-(6-ethyl-8-fluoro-4-methyl-2-(2-methyl-4-((tetrahydro-2H-pyran-4-yl)methyl)piperazin-1-yl)quinolin-3-yl)-3-methyl-1,2,4-oxadiazole